(2R)-N-((R)-(3-chloro-4-fluorophenyl)(5-chloro-6-(trifluoromethyl)pyridin-3-yl)methyl)-2-methyl-3-oxopiperazine-1-carboxamide ClC=1C=C(C=CC1F)[C@@H](NC(=O)N1[C@@H](C(NCC1)=O)C)C=1C=NC(=C(C1)Cl)C(F)(F)F